1-(1-((2-methyl-5-(3-methyl-1,2,4-thiadiazol-5-yl)phenyl)glycyl)indolin-4-yl)pyrrolidine-2,5-dione CC1=C(C=C(C=C1)C1=NC(=NS1)C)NCC(=O)N1CCC2=C(C=CC=C12)N1C(CCC1=O)=O